C(C)(C)N(S(=O)=O)C(C)C N,N-diisopropylsulfonic amide